5-(2-(4-fluorophenyl)-1H-pyrrolo-[2,3-b]pyridin-5-yl)-N-(2,2,2-trifluoroethyl)thiophene-2-carboxamide FC1=CC=C(C=C1)C1=CC=2C(=NC=C(C2)C2=CC=C(S2)C(=O)NCC(F)(F)F)N1